COC(CC[C@@H](C=O)NC(=O)OC(C)(C)C)=O.COCCOC=1C=C(C=C(C1)N1N=C(C(=C1)C=1C=C2CCNC(C2=CC1)=O)[N+](=O)[O-])NC(C=C)=O N-(3-(2-methoxyethoxy)-5-(3-nitro-4-(1-oxo-1,2,3,4-tetrahydroisoquinolin-6-yl)-1H-pyrazol-1-yl)phenyl)acrylamide methyl-(S)-4-((tert-butoxycarbonyl)amino)-5-oxopentanoate